5-heneicosylresorcinol C(CCCCCCCCCCCCCCCCCCCC)C=1C=C(C=C(O)C1)O